O1C(CCCC1)O[C@@H](C)C=1N(C=CN1)CC1=NOC(=C1)C1=CC=C(C=C1)C#CC=1C=CC(=NC1)CNC12CC(C1)(C2)CO (3-(((5-((4-(3-((2-((1S)-1-((tetrahydro-2H-pyran-2-yl)oxy)ethyl)-1H-imidazol-1-yl)methyl)isoxazol-5-yl)phenyl)ethynyl)pyridin-2-yl)methyl)amino)bicyclo[1.1.1]pentan-1-yl)methanol